BrC1=NC(=C(C(=C1N)Br)F)C1=CC(=CC=C1)C(F)(F)F 2,4-dibromo-5-fluoro-6-(3-(trifluoromethyl)phenyl)pyridin-3-amine